4-(3,4-difluorophenyl)-1-(6-(1,3-dimethyl-1H-pyrazol-4-yl)-2-methylpyrimidin-4-yl)piperidin-4-ol FC=1C=C(C=CC1F)C1(CCN(CC1)C1=NC(=NC(=C1)C=1C(=NN(C1)C)C)C)O